3-bromo-1-(3-chloropyridin-2-yl)-N-(1-((oxetan-3-ylmethyl)carbamoyl)cyclopropyl)-1H-pyrazole-5-carboxamide BrC1=NN(C(=C1)C(=O)NC1(CC1)C(NCC1COC1)=O)C1=NC=CC=C1Cl